FC1=C(C=CC(=C1)F)NP(OCC)(=O)CC=1N=C2N(C=CC(=C2)C2=NOC(=N2)C(F)(F)F)C1 ethyl N-(2,4-difluorophenyl)-P-((7-(5-(trifluoromethyl)-1,2,4-oxadiazol-3-yl)imidazo[1,2-a]pyridin-2-yl)methyl)phosphonamidate